C(CCCC)C1CCCC12NC(C1N2CCCC1)=O (±)-2-pentyltetrahydro-2'H-spiro[cyclopentane-1,3'-imidazo[1,5-a]pyridin]-1'(5'H)-one